C1(CC1)C1=CC(=NN1C1OCCCC1)NC1=CC2=C(C(=NO2)NS(=O)(=O)C2=C(C=C(C=C2OC)[C@@H]2OCCC2)OC)C=C1OC N-(6-{[5-cyclopropyl-1-(oxan-2-yl)-1H-pyrazol-3-yl]amino}-5-methoxy-1,2-benzoxazol-3-yl)-2,6-dimethoxy-4-[(2R)-oxolan-2-yl]benzene-1-sulfonamide